C(CCCCCCC\C=C/CCCCCCCC)(=O)N(C)CC(=O)O.N(C)CC(=O)OC(CCCCCCCCCCCCCCCCC)=O stearoyl sarcosinate oleoyl-sarcosinate